C(#N)C1=NC2=CC(=CC(=C2N=C1N1CC2(CCC2O)CCC1)C(C)NC1=C(C(=O)O)C=CC=C1)C 2-((1-(2-cyano-3-(1-hydroxy-6-azaspiro[3.5]nonan-6-yl)-7-methylquinoxalin-5-yl)ethyl)amino)benzoic acid